FC1CN(C1)CCOC=1C=C(C=NC1)NC1=NC=C2C(=N1)C(OC=1C=C(C=CC12)N1C(CCC1)=O)(C)C 1-[3-({5-[2-(3-fluoroazetidin-1-yl)ethoxy]pyridin-3-yl}amino)-5,5-dimethyl-5H-chromeno[3,4-d]pyrimidin-8-yl]pyrrolidin-2-one